CC1=NC=CC(=C1)C1=C2CNC(C2=CC=C1)=O 4-(2-methylpyridin-4-yl)isoindolin-1-one